C(C1=CC=CC=C1)OC1=C(C(=C2C[C@H](N(C2=C1)C(=O)OC(C)(C)C)CO[Si](C)(C)C(C)(C)C)F)N(C(C(F)(F)F)=O)CC(=O)OC tert-butyl (2S)-6-(benzyloxy)-2-({[tert-butyl(dimethyl)silyl]oxy}methyl)-4-fluoro-5-[(2-methoxy-2-oxoethyl)(trifluoroacetyl)amino]-2,3-dihydro-1H-indole-1-carboxylate